C(SC(C)(C)C#N)([O-])=S (1-cyano-1-methylethyl) dithiocarbonate